1-cyano-3-fluoro-N-(1-(3-(trifluoromethyl)phenyl)-1H-imidazol-4-yl)piperidine-3-carboxamide C(#N)N1CC(CCC1)(C(=O)NC=1N=CN(C1)C1=CC(=CC=C1)C(F)(F)F)F